γ-(3-nitro-benzyl)-proline [N+](=O)([O-])C=1C=C(CC2C[C@H](NC2)C(=O)O)C=CC1